BrC=1C=C(C2=C(C=C(O2)CN2CC3=CC=CN4C3=C(C2=O)C=N4)C1C)C(=O)O 5-bromo-4-methyl-2-((3-oxo-3H-pyrazolo[4,5,1-ij][1,6]naphthyridin-4(5H)-yl)methyl)benzofuran-7-carboxylic acid